4-[5-(2-aminoethyl)pyridin-2-yl]-3-(5-cyclopropyl-2-methylpyrazol-3-yl)oxybenzonitrile NCCC=1C=CC(=NC1)C1=C(C=C(C#N)C=C1)OC=1N(N=C(C1)C1CC1)C